ClC=1C(N(N=CC1)CC1=NC(=NO1)C[C@@H](C=1SC(=CC1)C)O)=O (S)-4-chloro-2-((3-(2-hydroxy-2-(5-methylthiophen-2-yl)ethyl)-1,2,4-oxadiazol-5-yl)methyl)pyridazin-3(2H)-one